2-(((4-(Dimethylamino) butanoyl)oxy) methyl)-2-((heptanoyloxy) methyl)propane-1,3-diyl bis(2-pentylheptanoate) C(CCCC)C(C(=O)OCC(COC(C(CCCCC)CCCCC)=O)(COC(CCCCCC)=O)COC(CCCN(C)C)=O)CCCCC